N1(CCNCC1)C=1C=C(C(=O)N)C=CN1 2-(piperazin-1-yl)isonicotinamide